CN(C1=CC=C(C=C1)C(\C=C\C=1C=C2C=CN=CC2=CC1)=O)C (E)-1-(4-(dimethylamino)phenyl)-3-(isoquinolin-6-yl)prop-2-en-1-one